N1N=C(C2=CC=CC=C12)C(=O)N1CCC(CC1)C1=C(C=CC=C1)C(F)(F)F (1H-Indazol-3-yl)(4-(2-(trifluoromethyl)phenyl)piperidin-1-yl)methanone